C(C)C1(CCC1)C1=NC(=C2C=NC(=NN21)SC)I 7-(1-ethylcyclobutyl)-5-iodo-2-(methylsulfanyl)imidazo[4,3-f][1,2,4]triazine